2-hydroxy-3-methylbut-3-enoic acid OC(C(=O)O)C(=C)C